NC=1C(=C(OC=2C(=C(N(C(C2C)=O)C)NC2=C(C=C(C=C2)I)F)C(=O)NC2CC2)C=CC1)Cl (3-amino-2-chlorophenoxy)-N-cyclopropyl-2-[(2-fluoro-4-iodophenyl)amino]-1,5-dimethyl-6-oxopyridine-3-carboxamide